27-Hydroxy-nonacosanoic acid OC(CCCCCCCCCCCCCCCCCCCCCCCCCC(=O)O)CC